N-(3-Chlorophenyl)-2-(3-tosylureido)benzenesulfonamide ClC=1C=C(C=CC1)NS(=O)(=O)C1=C(C=CC=C1)NC(=O)NS(=O)(=O)C1=CC=C(C)C=C1